(isoxazol-4-yl)-5-methoxy-6-oxo-1,6-dihydropyrimidine-4-carboxamide O1N=CC(=C1)N1C=NC(=C(C1=O)OC)C(=O)N